(R)-2-(1H-imidazol-1-yl)-N-(tetrahydro-2H-pyran-3-yl)-6-(trifluoromethyl)pyrimidine-4-carboxamide N1(C=NC=C1)C1=NC(=CC(=N1)C(=O)N[C@H]1COCCC1)C(F)(F)F